C(CCCCCCCC)(=O)OCCCCCCCCC nonyl pelargonate